ClC=1C=NC(=NC1)N[C@H]1CN(CC1)C(=O)C1=CC=C2CCN(C2=C1)C(\C=C\CN(C)C)=O (R,E)-1-(6-(3-((5-chloropyrimidin-2-yl)amino)pyrrolidine-1-carbonyl)indolin-1-yl)-4-(dimethylamino)but-2-en-1-one